C(C)(C)(C)OC(=O)N1C(C[C@@H](C1)CCCNC1=NC(=CC=C1)S(N)(=O)=O)(C)C.C[Si](COCC)(COCC)C1CCCCC1 methylcyclohexylbis(ethoxymethyl)silane tert-Butyl-(4s)-2,2-dimethyl-4-[3-[(6-sulfamoyl-2-pyridyl)amino]propyl]pyrrolidine-1-carboxylate